C(C)OC(/C=C/CSC(C(C(=O)[O-])(C(=O)[O-])O)C1=CC=C(C=C1)I)=O (E)-2-(((4-ethoxy-4-oxobut-2-en-1-yl) thio) (4-iodophenyl) methyl)-2-hydroxymalonate